1-benzyl-2-(chloromethyl)pyrrolidine C(C1=CC=CC=C1)N1C(CCC1)CCl